Ethyl-5-(4-hydroxyphenyl)-2-(4-(trifluoromethyl)phenyl)Azole-4-carboxamide C(C)C1=C(NC(=C1C(=O)N)C1=CC=C(C=C1)O)C1=CC=C(C=C1)C(F)(F)F